CC1CSC=C1C 2,3-dihydro-3,4-dimethylthiophene